(R)-1-methylpyrrolidin-3-yl (1s,3s)-3-((6-(5-(6-methylpyridin-2-yl)-1H-imidazol-4-yl)quinolin-3-yl)amino)cyclobutane-1-carboxylate CC1=CC=CC(=N1)C1=C(N=CN1)C=1C=C2C=C(C=NC2=CC1)NC1CC(C1)C(=O)O[C@H]1CN(CC1)C